OC1(CC(=NO1)C1=CC=C(CN2N=CC(=C2)C(=O)OCC)C=C1)C(F)(F)F ethyl 1-{4-[5-hydroxy-5-(trifluoromethyl)-4,5-dihydro-1,2-oxazol-3-yl]benzyl}-1H-pyrazole-4-carboxylate